C(C)(=O)N1CCN(CC1)C1=C(N(C=2N(C1=O)N=C(N2)C=2CCOCC2)CC(=O)OC(C)(C)C)C tert-butyl 2-(6-(4-acetylpiperazin-1-yl)-2-(3,6-dihydro-2H-pyran-4-yl)-5-methyl-7-oxo-[1,2,4]triazolo[1,5-a]pyrimidin-4(7H)-yl)acetate